C(C)(C)(C)P1(CN(C=2C1=C(C=CC2)C=2C=CC=C1C2P(CN1C(C(C)(C)C)=O)(=O)C(C)(C)C)C(C(C)(C)C)=O)=O 1,1'-(3,3'-di-tert-butyl-3,3'-dioxido-2,2'-dihydro-[4,4'-bibenzo[d][1,3]azaphosphole]-1,1'-diyl)bis(2,2-dimethylpropan-1-one)